bis(4-octyloxyphenyl)phenyl-sulfonium ethanedisulfonate C(CS(=O)(=O)[O-])S(=O)(=O)[O-].C(CCCCCCC)OC1=CC=C(C=C1)[S+](C1=CC=CC=C1)C1=CC=C(C=C1)OCCCCCCCC.C(CCCCCCC)OC1=CC=C(C=C1)[S+](C1=CC=C(C=C1)OCCCCCCCC)C1=CC=CC=C1